(R)-N'-(tert-butyldimethylsilyl)-2-((S)-1-((tert-butyldimethylsilyl)oxy)-2-hydroxypropan-2-yl)-N-((S)-1-(4-methoxyphenyl)ethyl)thiazole-5-sulfonimidamide [Si](C)(C)(C(C)(C)C)N=[S@](=O)(N[C@@H](C)C1=CC=C(C=C1)OC)C1=CN=C(S1)[C@@](CO[Si](C)(C)C(C)(C)C)(C)O